OCCCCN1C=NC(=C1)CN(CCCCCC(=O)OC(CCCCCC)CCCCCCCC)CCCCCC(=O)OC(CCCCCC)CCCCCCCC di(pentadecan-7-yl) 6,6'-(((1-(4-hydroxybutyl)-1H-imidazol-4-yl)methyl)azanediyl)dihexanoate